butyl 4-(4-(1-(tert-butoxycarbonyl)-1H-pyrrol-2-yl)-1H-pyrazol-1-yl)piperidine-1-carboxylate C(C)(C)(C)OC(=O)N1C(=CC=C1)C=1C=NN(C1)C1CCN(CC1)C(=O)OCCCC